methyl trans-4-[[3-fluoro-5-(2-hydroxyethyl)phenyl]methyl]cyclohexanecarboxylate FC=1C=C(C=C(C1)CCO)C[C@@H]1CC[C@H](CC1)C(=O)OC